C(C1=CC=CC=C1)NC(=S)NC1CCN(CC1)C1=NC=NC2=C(C(=C(C=C12)Cl)C1=C(C=CC=C1)F)F 1-benzyl-3-{1-[6-chloro-8-fluoro-7-(2-fluorophenyl)quinazolin-4-yl]Piperidin-4-yl}thiourea